C(=O)(OCC1C2=CC=CC=C2C2=CC=CC=C12)NCCCCCC(=O)O N-Fmoc-6-Aminocaproic Acid